CC1=NN(C(=C1)COC1=CC=C(C=C1)C(CC(C(F)(F)F)O)O)C1=CC=CC=C1 3-methyl-1-phenyl-5-[[4-(4,4,4-trifluoro-1,3-dihydroxy-butyl)phenoxy]methyl]pyrazole